N-(5-((5-cyano-4-(2-oxo-5,6-dihydro-4H-imidazo[4,5,1-ij]quinolin-1(2H)-yl)pyrimidin-2-yl)amino)-2-((2-(dimethylamino)ethyl)(methyl)amino)-4-methoxyphenyl)acrylamide C(#N)C=1C(=NC(=NC1)NC=1C(=CC(=C(C1)NC(C=C)=O)N(C)CCN(C)C)OC)N1C(N2CCCC3=CC=CC1=C23)=O